N-[(2RS)-1-(aminooxy)-3-(2,4-dimethylphenyl)propan-2-yl]-5-bromo-2-methylpyrimidine-4-carboxamide NOC[C@@H](CC1=C(C=C(C=C1)C)C)NC(=O)C1=NC(=NC=C1Br)C |r|